ClC1=C(C(=O)NC2CC2)C=C(C=C1)N1N=CC(=C1)C=1N(N=C(C1C(F)(F)F)C(C(F)(F)F)(F)F)C 2-chloro-N-cyclopropyl-5-[4-[2-methyl-5-(1,1,2,2,2-pentafluoroethyl)-4-(trifluoromethyl)pyrazol-3-yl]pyrazol-1-yl]benzamide